BrC1=C(N=C2N(C1=O)C=CS2)N[C@H]2CN(C[C@H](C2)C2=CC=C(C=C2)OCC=2C=NC(=CC2)CO[Si](C2=CC=CC=C2)(C2=CC=CC=C2)C(C)(C)C)C 6-bromo-7-[[(3R,5R)-5-[4-[[6-[[tert-butyl(diphenyl)silyl]oxymethyl]-3-pyridyl]methoxy]phenyl]-1-methyl-3-piperidyl]amino]thiazolo[3,2-a]pyrimidin-5-one